[Si](C)(C)(C(C)(C)C)OCC=1C=C(C=NC1)C1=CC(=C(N)C=C1Cl)F 4-(5-(((tert-butyldimethylsilyl)oxy)methyl)pyridin-3-yl)-5-chloro-2-fluoroaniline